NC=1C(=NC(=C(C1)C)C)C(=O)N 3-Amino-5,6-dimethylpyridinecarboxamide